2-(benzimidazol-1-yl)-ethylamine N1(C=NC2=C1C=CC=C2)CCN